C1(CCCC1)C1=C(C=C(C=C1O)\C=C\C=1N=CSC1)O (E)-2-cyclopentyl-5-(2-(thiazole-4-yl)vinyl)benzene-1,3-diol